ClC1=CC(=C(N=N1)C(=O)OC)NCC1=C(C=C(C=C1)OC)OC methyl 6-chloro-4-{[(2,4-dimethoxyphenyl)methyl] amino}pyridazine-3-carboxylate